C(#N)C[C@@H]1N(CCN(C1)C=1C2=C(N=C(N1)OC[C@H]1N(CCC1)C)CN(C2)C(NC2=CC=CC1=CC=CC=C21)=O)C(=O)OCC2=CC=CC=C2 benzyl (S)-2-(cyanomethyl)-4-(2-(((S)-1-methylpyrrolidin-2-yl)methoxy)-6-(naphthalen-1-ylcarbamoyl)-6,7-dihydro-5H-pyrrolo[3,4-d]pyrimidin-4-yl)piperazine-1-carboxylate